(Z)-2-(((2-butyl-7-fluorobenzo[d]-thiazol-6-yl)oxy)-methyl)-3-fluoro-prop-2-en-1-amine 4-methylbenzene-sulfonate CC1=CC=C(C=C1)S(=O)(=O)O.C(CCC)C=1SC2=C(N1)C=CC(=C2F)OC\C(\CN)=C/F